ClC1=CC=C(C=C1)C(=O)C1=CC=CC=C1 (4-chlorophenyl)(phenyl)methanone